3-carboxy-1-methylpyridinium C(=O)(O)C=1C=[N+](C=CC1)C